3-(2-(4-(2-methoxyphenyl)piperidin-1-yl)ethyl)-1H-indole-4-ol COC1=C(C=CC=C1)C1CCN(CC1)CCC1=CNC=2C=CC=C(C12)O